CN1N=CC=C1C(=O)O 2-methylpyrazole-3-carboxylic acid